N-ethyl-5-phenyl-2-(4-(trifluoromethyl)phenyl)oxazole-4-carboxamide C(C)NC(=O)C=1N=C(OC1C1=CC=CC=C1)C1=CC=C(C=C1)C(F)(F)F